CN(CC(COC1=C(C=CC=C1)CCC1=CC(=CC=C1)OC)O)C 1-(dimethylamino)-3-(2-(3-methoxyphenethyl)phenoxy)propan-2-ol